methoxyethyl adenosine-3'-phosphate P(=O)(O)(O)O[C@H]1[C@H]([C@@](O[C@@H]1CO)(N1C=NC=2C(N)=NC=NC12)CCOC)O